5-(4-(((tert-butoxycarbonyl)amino)methyl)-4-methylpiperidin-1-yl)pyrazin C(C)(C)(C)OC(=O)NCC1(CCN(CC1)C=1N=CC=NC1)C